trans-(2-((benzyloxy)methyl)-3(R)-fluorocyclopropyl)methanol C(C1=CC=CC=C1)OCC1C([C@H]1F)CO